C1CCC2=C(C=3CCCC3C=C12)NC(=O)N=S(=O)(N)C=1SC=C2C1C[C@H](CC2)OC (S)-N'-((1,2,3,5,6,7-hexahydro-s-indacen-4-yl)carbamoyl)-6-methoxy-4,5,6,7-tetrahydrobenzo[c]thiophene-1-sulfonimidamide